N1(CCC2=CC=CC=C12)C=1C2=C(N=CN1)SC(=C2)C2=CC=CC=C2 4-(2,3-dihydro-1H-indol-1-yl)-6-phenylthieno[2,3-d]pyrimidine